FC1=CC(=CC=2N(C(=NC21)C)C2CCN(CC2)C)C2=CNC=1N=C(N=CC12)NCC=1C=NC(=CC1)N1CCN(CC1)C 5-(4-fluoro-2-methyl-1-(1-methylpiperidin-4-yl)-1H-benzo[d]imidazol-6-yl)-N-((6-(4-methylpiperazin-1-yl)pyridin-3-yl)methyl)-7H-pyrrolo[2,3-d]pyrimidin-2-amine